C(#N)C=1C=C(C=CC1)NC1=CC=C(C=C1)C1=NOC(=N1)CC1=CC=CC2=CC=CC=C12 N-(3-cyanophenyl)-4-(5-(1-(naphthalen-1-yl)methyl)-1,2,4-oxadiazol-3-yl)aniline